N-((1s,3s)-3-((5-(4-acetyloxazol-2-yl)-1H-pyrrolo[2,3-b]pyridin-4-yl)amino)cyclobutyl)-4-cyanopyridine-2-sulfonamide C(C)(=O)C=1N=C(OC1)C=1C(=C2C(=NC1)NC=C2)NC2CC(C2)NS(=O)(=O)C2=NC=CC(=C2)C#N